(R)-methyl 3-(9-((1s,4S)-4-carbamoylcyclohexyl)-8-(2,3,4-trifluorophenylamino)-9H-purin-2-ylamino)piperidine-1-carboxylate C(N)(=O)C1CCC(CC1)N1C2=NC(=NC=C2N=C1NC1=C(C(=C(C=C1)F)F)F)N[C@H]1CN(CCC1)C(=O)OC